FC1CN(C1)C(CN1C(N(C2=NC=C(C=C21)C2=CN=C(S2)C(F)(F)F)C)=O)=O 1-[2-(3-fluoroazetidin-1-yl)-2-oxo-ethyl]-3-methyl-6-[2-(trifluoromethyl)thiazol-5-yl]imidazo[4,5-b]pyridin-2-one